(S)-2-amino-3-(7-(5-methoxypyrimidin-2-yl)-1H-indol-3-yl)propanoic acid N[C@H](C(=O)O)CC1=CNC2=C(C=CC=C12)C1=NC=C(C=N1)OC